2-(4-(6-((4-cyano-2-fluorobenzyl)oxy)pyridin-2-yl)-2-fluorobenzyl)-1-((1-(fluoromethyl)cyclopropyl)methyl)-3-oxo-2,3-dihydro-1H-indazole-6-carboxylic acid C(#N)C1=CC(=C(COC2=CC=CC(=N2)C2=CC(=C(CN3N(C4=CC(=CC=C4C3=O)C(=O)O)CC3(CC3)CF)C=C2)F)C=C1)F